(S)-[8-(6,7-dimethoxyquinolin-4-yl)-2,8-diazaspiro[4.5]decan-2-yl](imino)methyl-λ6-sulfanone COC=1C=C2C(=CC=NC2=CC1OC)N1CCC2(CCN(C2)[SH2](=O)C=N)CC1